ethyl 4-(5-hydroxy-6-methoxyisoindolin-2-yl)-4-oxobutanoate OC=1C=C2CN(CC2=CC1OC)C(CCC(=O)OCC)=O